2-chloro-3-(8-chloroimidazo[1,5-a]pyrazin-3-yl)benzonitrile ClC1=C(C#N)C=CC=C1C1=NC=C2N1C=CN=C2Cl